ClC=1C(N(N=CC1CCCI)C1OCCCC1)=O 4-chloro-5-(3-iodopropyl)-2-tetrahydropyran-2-yl-pyridazin-3-one